COC1=CC=C(C=C1)C1=NOC(=C1)NC1=NC(=NC=C1)N1CCSCC1 4-(4-((3-(4-methoxyphenyl)isoxazol-5-yl)amino)pyrimidin-2-yl)thiomorpholine